tert-butyl (2,3-dihydrobenzofuran-5-yl)carbamate O1CCC2=C1C=CC(=C2)NC(OC(C)(C)C)=O